O[C@H](CNCC=1N=C2N(C(C1C)=O)C=CC=C2)C ((((S)-2-hydroxypropyl)amino)methyl)-3-methyl-4H-pyrido[1,2-a]pyrimidin-4-one